2-(2-(4-isopropyl-5-(8-methyl-[1,2,4]triazolo[1,5-a]pyridin-6-yl)-1H-pyrazol-3-yl)-6,7-dihydrothiazolo[5,4-c]pyridin-5(4H)-yl)-N,N-dimethylacetamide C(C)(C)C=1C(=NNC1C=1C=C(C=2N(C1)N=CN2)C)C=2SC=1CN(CCC1N2)CC(=O)N(C)C